FC1CC(N(C1)CC1=CC=C(OC2=CC=C(C(=O)N)C=C2)C=C1)C=1C(=NN(C1)C)OC 4-(4-{[4-fluoro-2-(3-methoxy-1-methyl-1H-pyrazol-4-yl)pyrrolidin-1-yl]methyl}phenoxy)benzamide